CC1=C(C=C(C=N1)NC(C1=NC=CC(=C1)[C@@H](C(F)(F)F)OC)=O)C=1C=NC2=CC(=NC=C2C1)NC (S)-N-(6-methyl-5-(7-(methylamino)-1,6-naphthyridin-3-yl)pyridin-3-yl)-4-(2,2,2-trifluoro-1-methoxyethyl)picolinamide